(10Ar)-3-(1,1-difluoropentyl)-6,6,9-trimethyl-6a,7,8,10a-tetrahydrobenzo[c]chromen-1-ol FC(CCCC)(F)C=1C=C(C=2[C@H]3C(C(OC2C1)(C)C)CCC(=C3)C)O